N-(4-(dimethylamino)phenethyl)-5-fluoro-2-(4-((5-(4-(methylsulfonyl)phenyl)pyridin-2-yl)oxy)piperidine-1-carbonyl)benzamide CN(C1=CC=C(CCNC(C2=C(C=CC(=C2)F)C(=O)N2CCC(CC2)OC2=NC=C(C=C2)C2=CC=C(C=C2)S(=O)(=O)C)=O)C=C1)C